FC(S(=O)(=O)OC[C@H]1OC(N2[C@H]1COC1=C2C=CC(=C1)S(=O)(=O)N1CCN(CC1)C1=NC(=CC(=N1)C)C(F)(F)F)=O)(F)F [(3S,3aS)-7-[4-[4-methyl-6-(trifluoromethyl)pyrimidin-2-yl]piperazin-1-yl]sulfonyl-1-oxo-3a,4-dihydro-3H-oxazolo[4,3-c][1,4]benzoxazin-3-yl]methyl trifluoromethanesulfonate